ClC=1C(N(C(=CC1OC([2H])([2H])C1=NC=C(C=C1F)F)C)C1=CC(=NC=C1C)C(=O)O)=O 3-chloro-4-((3,5-difluoropyridin-2-yl)methoxy-d2)-5',6-dimethyl-2-oxo-2H-[1,4'-bipyridine]-2'-carboxylic acid